2-Chloro-5-{[(2,2-dimethylpropanoyl)amino]methyl}-N-{1-[6-(trifluoromethyl)pyridin-3-yl]-1H-indazol-4-yl}benzamide ClC1=C(C(=O)NC2=C3C=NN(C3=CC=C2)C=2C=NC(=CC2)C(F)(F)F)C=C(C=C1)CNC(C(C)(C)C)=O